CN(C)CC(C(=O)O)C 3-(N,N-dimethylamino)isobutyric acid